C(C)(C)(C)OC(N[C@H]1CC2=C(N=C(S2)N)CC1)=O (R)-(2-amino-4,5,6,7-tetrahydrobenzo[d]thiazol-6-yl)carbamic acid tert-butyl ester